N-(4-bromo-3-methoxyphenyl)methanesulfonamide BrC1=C(C=C(C=C1)NS(=O)(=O)C)OC